BrC1=CC=C(N=N1)C=O 6-bromopyridazine-3-carboxaldehyde